(2S,4R*)-N-((R)-1-(4-carbamimidoylthiophen-2-yl)ethyl)-1-((9,9-difluoro-9H-fluorene-3-carbonyl)glycyl)-4-(hydroxymethyl)pyrrolidine-2-carboxamide C(N)(=N)C=1C=C(SC1)[C@@H](C)NC(=O)[C@H]1N(C[C@@H](C1)CO)C(CNC(=O)C=1C=CC=2C(C3=CC=CC=C3C2C1)(F)F)=O |o1:16|